(3R)-1-(7-(8-ethynyl-7-fluoro-3-hydroxynaphthalen-1-yl)-8-fluoro-2-((1-methyloctahydro-3aH-indol-3a-yl)methoxy)quinazolin-4-yl)-3-methylpiperidin-3-ol C(#C)C=1C(=CC=C2C=C(C=C(C12)C1=CC=C2C(=NC(=NC2=C1F)OCC12CCN(C2CCCC1)C)N1C[C@@](CCC1)(O)C)O)F